ClCC(CC(=O)[O-])O (+)-4-chloro-3-hydroxybutyrate